(2R,7aS)-7a-(((5-(((tert-butyldimethylsilyl)oxy)methyl)-4-chloro-6-methylpyrimidin-2-yl)oxy)methyl)-2-fluorohexahydro-1H-pyrrolizine [Si](C)(C)(C(C)(C)C)OCC=1C(=NC(=NC1C)OC[C@]12CCCN2C[C@@H](C1)F)Cl